CC(C(=O)O)(C)OC1=C(C=C(C=C1)CN1N=CN(C1=O)C1=CC=C(C=C1)C(F)(F)F)C(F)(F)F 2-Methyl-2-(4-((5-oxo-4-(4-(trifluoromethyl)phenyl)-4,5-dihydro-1H-1,2,4-triazol-1-yl)methyl)-2-(trifluoromethyl)phenoxy)propionic acid